BrC=1C2=C(C(=C(C1)O2)Br)Br tribromo-p-phenylene ether